4-(((Z)-3-ethyl-5-((Z)-5-nitro-2-oxoindolin-3-ylidene)-4-oxothiazolidin-2-ylidene)amino)benzenesulphonamide C(C)N1/C(/S\C(\C1=O)=C\1/C(NC2=CC=C(C=C12)[N+](=O)[O-])=O)=N/C1=CC=C(C=C1)S(=O)(=O)N